FC=1C=C(C=CC1F)C1=C2C=CN(C2=C(C=C1)C(=O)NC1(CC1)C1=CC=C(C(=O)O)C=C1)CC1=CC=C(C=C1)C(F)(F)F 4-(1-(4-(3,4-difluorophenyl)-1-(4-(trifluoromethyl)benzyl)-1H-indole-7-carboxamido)cyclopropyl)benzoic acid